O=C1N(C(=NC2=CC=CC(=C12)OCCCCCCCN[C@@H]1[C@@]2(CC[C@H](C1)C2(C)C)C)C(F)(F)F)[C@@H]2C(NC(CC2)=O)=O (S)-3-(4-oxo-2-(trifluoromethyl)-5-((7-(((1R,2S,4R)-1,7,7-trimethylbicyclo[2.2.1]heptane-2-yl)amino)heptyl)oxy)quinazolin-3(4H)-yl)piperidine-2,6-dione